(S)-5-Hydroxy-1-(4-hydroxy-3-methoxyphenyl)-3-tetradecanone O[C@H](CC(CCC1=CC(=C(C=C1)O)OC)=O)CCCCCCCCC